The molecule is an organic cation obtained by protonation of the secondary amino function of pseudoephedrine. It is an ammonium ion derivative and an organic cation. It is a conjugate acid of a pseudoephedrine. It is an enantiomer of a (1R,2R)-pseudoephedrine(1+). C[C@@H]([C@H](C1=CC=CC=C1)O)[NH2+]C